4-((6-(2-(Dimethylamino)ethoxy)-4-oxoquinazolin-3(4H)-yl)methyl)-4-hydroxypiperidine-1-carboxylic acid tert-butyl ester C(C)(C)(C)OC(=O)N1CCC(CC1)(O)CN1C=NC2=CC=C(C=C2C1=O)OCCN(C)C